8-bromo-7,7-dimethoxy-8H-isoquinoline BrC1C(C=CC=2C=CN=CC12)(OC)OC